ethyl 3-octylundecan-2-enoate C(CCCCCCC)C(=CC(=O)OCC)CCCCCCCC